C(CCC)N(CCCCC(=O)OCC(CCCCC)CCCCC)C(OCCN(CCOC(N(CCCCC(=O)OCC(CCCCC)CCCCC)CCCC)=O)CCN(CC)CC)=O Bis(2-pentylheptyl) 6,16-dibutyl-11-(2-(diethylamino)ethyl)-7,15-dioxo-8,14-dioxa-6,11,16-triazahenicosanedioate